CCCCC(=O)C(=O)[O-] The molecule is a medium-chain fatty acid anion that is the conjugate base of 2-oxohexanoic acid. It is a 2-oxo monocarboxylic acid anion and an oxo fatty acid anion. It derives from a hexanoate. It is a conjugate base of a 2-oxohexanoic acid.